pentan-1-aminium chloride [Cl-].C(CCCC)[NH3+]